NC1=NC=NN2C1=C(N=C2C(C)C)C2=C(C=C(CC=1C(=C(C(=O)N)C=C(C1)F)OC)C=C2)OCC (4-(4-amino-7-isopropylimidazo[5,1-f][1,2,4]triazin-5-yl)-3-ethoxybenzyl)-5-fluoro-2-methoxybenzamide